methyl (S)-3-(4-(3-cyano-4-((2-cyanophenyl)thio)pyrazolo[1,5-a]pyridin-6-yl)-1H-pyrazol-1-yl)pyrrolidine-1-carboxylate C(#N)C=1C=NN2C1C(=CC(=C2)C=2C=NN(C2)[C@@H]2CN(CC2)C(=O)OC)SC2=C(C=CC=C2)C#N